COC(C1=C(C(=CC=C1N1CCOCC1)F)C)=O 3-Fluoro-2-methyl-6-morpholin-4-ylbenzoic acid methyl ester